FC1=C2C(=NC(=C1C)C)N(C=C2)S(=O)(=O)C2=CC=C(C)C=C2 4-fluoro-5,6-dimethyl-1-(p-toluenesulfonyl)pyrrolo[2,3-b]pyridine